BrC=1C=C2C(C(=COC2=C(C1)C)C1=CC(=CC=C1)C1(CC(C1)F)C1=NN=CN1C)=O 6-bromo-3-(3-(trans-3-fluoro-1-(4-methyl-4H-1,2,4-triazol-3-yl)cyclobutyl)phenyl)-8-methyl-4H-chromen-4-one